ClC1=CC=C(S1)CNC1=C(C(=NN1C(C1=C(C=CC=C1)F)=O)C1CN(CCC1C(F)(F)F)C(=O)N1CCOCC1)C N-[(5-chlorothiophen-2-yl)methyl]-1-(2-fluorobenzoyl)-4-methyl-3-[1-(morpholine-4-carbonyl)-4-(trifluoromethyl)piperidin-3-yl]-1H-pyrazol-5-amine